diisopropyl ether (1r,3r)-methyl-3-((3-((1-(4-chlorophenyl)-2-oxo-2-(6-(trifluoromethoxy)indolin-1-yl)ethyl)amino)-5-methoxyphenoxy)methyl)cyclobutanecarboxylate COC(=O)C1CC(C1)COC1=CC(=CC(=C1)OC)N[C@@H](C(N1CCC2=CC=C(C=C12)OC(F)(F)F)=O)C1=CC=C(C=C1)Cl.C(C)(C)OC(C)C